CC1OCC=CC1 2-methyl-3,6-dihydropyran